FC(C)(F)C=1C=C(C=C(C1)[N+](=O)[O-])[C@@H](C)NC=1C2=C(N=C(N1)C)N=C(C(=C2)C(=O)N(C)C)N2CCCC2 (R)-4-((1-(3-(1,1-difluoroethyl)-5-nitrophenyl)ethyl)amino)-N,N,2-trimethyl-7-(pyrrolidin-1-yl)pyrido[2,3-d]pyrimidine-6-carboxamide